(S)-4-(5-(3-((6-amino-2-((S)-3-carboxybutanoyl)isoindolin-5-yl)oxy)propoxy)-6-methoxybenzo[b]thiophen-2-yl)-2-methyl-4-oxobutanoic acid NC1=C(C=C2CN(CC2=C1)C(C[C@H](C)C(=O)O)=O)OCCCOC1=CC2=C(SC(=C2)C(C[C@@H](C(=O)O)C)=O)C=C1OC